N-(3-benzyl-1-ethyl-1H-pyrazol-5-yl)-3,3-dimethylbutanamide C(C1=CC=CC=C1)C1=NN(C(=C1)NC(CC(C)(C)C)=O)CC